C(#N)CCNC(C1=C(C=C(C=C1OC)N1C=NC2=C1C=CC(=C2)C=2C=NN(C2)C)OC)=O N-(2-cyanoethyl)-2,6-dimethoxy-4-[5-(1-methylpyrazol-4-yl)benzimidazol-1-yl]benzamide